NC(C(=O)O)(CCCCB(O)O)CCCN1CCOCC1 2-amino-6-borono-2-(3-morpholinopropyl)hexanoic acid